methyl 6-[[(1-methylcyclobutyl)amino]methyl]imidazo[1,2-a]pyridine-8-carboxylate CC1(CCC1)NCC=1C=C(C=2N(C1)C=CN2)C(=O)OC